C(CCCCCCCCCCC)S(=O)(=O)OS(=O)(=O)CCCCCCCCCCCC dodecanesulfonic anhydride